2-methoxy-6-nitro-N-(4,4,4-trifluorobutyl)aniline COC1=C(NCCCC(F)(F)F)C(=CC=C1)[N+](=O)[O-]